ClC=1C=C(C(=NC1)OC1=CC=C(C=C1)C1=CC(=NC=C1)CC(CC(=O)OCC)=O)F ethyl 4-(4-(4-((5-chloro-3-fluoropyridin-2-yl) oxy) phenyl) pyridin-2-yl)-3-oxobutyrate